tert-butyl (2-(2-(4-(((3R,4R)-1-(2-cyanoacetyl)-4-methylpiperidin-3-yl) (methyl) amino)-7H-pyrrolo[2,3-d]pyrimidine-7-carbonyl)hydrazinyl)-2-oxoethyl)carbamate C(#N)CC(=O)N1C[C@@H]([C@@H](CC1)C)N(C=1C2=C(N=CN1)N(C=C2)C(=O)NNC(CNC(OC(C)(C)C)=O)=O)C